N([C@@](CC(=O)O)(C(=O)O)[2H])([2H])[2H] aspartic acid-d3